ClCN1CCC(C(=C1)OC1CCC1)=O 1-(chloromethyl)-5-cyclobutoxy-4-oxo-3,4-dihydropyridine